FC1([C@H]2[C@@H](N(C1)C(=O)OCC1=CC=CC=C1)CN(C2=O)CC(C(=O)OCC2=CC=C(C=C2)OC)(C)C)F benzyl (3aS,6aR)-3,3-difluoro-5-(3-((4-methoxybenzyl) oxy)-2,2-dimethyl-3-oxopropyl)-4-oxohexahydropyrrolo[3,4-b]pyrrole-1(2H)-carboxylate